gallic acid nicotine salt N1=CC=CC(=C1)C1N(C)CCC1.C(C1=CC(O)=C(O)C(O)=C1)(=O)O